C(OCC(F)(F)C)([O-])=O methyl-2,2-difluoroethyl carbonate